2-(benzylthio)-4-chloro-6-methylthieno[2,3-d]pyrimidine C(C1=CC=CC=C1)SC=1N=C(C2=C(N1)SC(=C2)C)Cl